2-(5-{4-phenyl-4-[(piperidin-4-ylamino)methyl]piperidin-1-yl}pyridazin-3-yl)phenol C1(=CC=CC=C1)C1(CCN(CC1)C=1C=C(N=NC1)C1=C(C=CC=C1)O)CNC1CCNCC1